Methyl-(4-methyl-thiazol-2-yl)-amine CNC=1SC=C(N1)C